2-Ethyl-2-(((12-hydroxyoctadecanoyl)oxy)methyl)propane-1,3-diylbis(12-hydroxyoctadecanoate) C(C)C(CC(C(=O)[O-])CCCCCCCCCC(CCCCCC)O)(CC(C(=O)[O-])CCCCCCCCCC(CCCCCC)O)COC(CCCCCCCCCCC(CCCCCC)O)=O